FC(C1CCN(CC1)C1=NC=CC=C1)(F)F (4-(trifluoromethyl)piperidin-1-yl)pyridin